4-(4-amino-6-(4-(2-fluoroacrylamido)-2-methoxyphenyl)pyrazolo[5,1-f][1,2,4]triazin-5-yl)-N-(3-fluorobicyclo[1.1.1]pentan-1-yl)-2-methoxybenzamide NC1=NC=NN2C1=C(C(=N2)C2=C(C=C(C=C2)NC(C(=C)F)=O)OC)C2=CC(=C(C(=O)NC13CC(C1)(C3)F)C=C2)OC